5-((4-(ethoxymethyl)-4-phenethyl-piperidin-1-yl)methyl)-1H-benzo[d]imidazol-2(3H)-one C(C)OCC1(CCN(CC1)CC1=CC2=C(NC(N2)=O)C=C1)CCC1=CC=CC=C1